C(C1=CC=CC=C1)OC(=O)N1C[C@H]([C@@H](C=C[C@@H]1C)C)NC(=O)OCC1=CC=CC=C1 (3S,4r,7S)-3-(((benzyloxy)carbonyl)amino)-4,7-dimethyl-2,3,4,7-tetrahydro-1H-azepin-1-carboxylic acid benzyl ester